(S)-N-(4-(3-aminopiperidin-1-yl)-5-(1-(difluoromethyl)-1H-pyrazol-4-yl)pyridin-2-yl)-2-(2,4-difluoro-6-methoxyphenyl)pyrimidin-4-amine hydrochloride Cl.N[C@@H]1CN(CCC1)C1=CC(=NC=C1C=1C=NN(C1)C(F)F)NC1=NC(=NC=C1)C1=C(C=C(C=C1OC)F)F